[C@H]12CN(C[C@H](CC1)N2)C2=NC(=NC1=C(C=C(C=C21)Cl)F)OCCCCCCN(C)C 4-((1R,5S)-3,8-diazabicyclo[3.2.1]octan-3-yl)-6-chloro-2-((6-(dimethyl-amino)hexyl)oxy)-8-fluoro-quinazolin